O=C1NC(CCC1N1C(N(C2=C1C=CC(=C2)C=2C=NN(C2)CC(=O)NC2=CC1=CC(=C(C(=C1C=C2)F)N2S(NC(C2)=O)(=O)=O)O)C)=O)=O 2-[4-[1-(2,6-dioxo-3-piperidyl)-3-methyl-2-oxo-benzimidazol-5-yl]pyrazol-1-yl]-N-[5-fluoro-7-hydroxy-6-(1,1,4-trioxo-1,2,5-thiadiazolidin-2-yl)-2-naphthyl]acetamide